Cl.N1N=NC=2CNCCC21 4,5,6,7-Tetrahydro-1H-[1,2,3]triazolo[4,5-c]pyridine hydrochloride